benzophenanthrolinedione N=1C(C(C=C2C=CC3=CC4=C(N=C3C12)C=CC=C4)=O)=O